3-chlorobutan-2-yl ((((S)-1-(dimethylamino)-3-(2-(3-methoxy phenethyl) phenoxy)propan-2-yl)oxy)methyl) (R)-phosphorofluoridate [P@@](OC(C)C(C)Cl)(OCO[C@@H](CN(C)C)COC1=C(C=CC=C1)CCC1=CC(=CC=C1)OC)(=O)F